4-(4-methoxybenzyl)-5-oxo-2,3,4,5-tetrahydrofurano[3,2-b]pyridin-7-yl triflate O(S(=O)(=O)C(F)(F)F)C=1C2=C(N(C(C1)=O)CC1=CC=C(C=C1)OC)CCO2